5-bromo-2-((4-((S)-2-(4-chloro-2-fluorophenyl)-2-methylbenzo[d][1,3]dioxol-4-yl)piperidin-1-yl)methyl)-7-fluoro-1-(((S)-oxetan-2-yl)methyl)-1H-benzo[d]imidazole BrC1=CC2=C(N(C(=N2)CN2CCC(CC2)C2=CC=CC=3O[C@](OC32)(C)C3=C(C=C(C=C3)Cl)F)C[C@H]3OCC3)C(=C1)F